C(C1CO1)NCCNCCN N-glycidyldiethylenetriamine